C1(=CC=C(C=C1)NC1=CC=C(C(=C1)C1=CC=CC=C1)C1=CC=C(C=C1)C1=CC=CC=C1)C1=CC=C(C=C1)C1=CC=CC=C1 N-(1,1':4',1''-terphenyl-4-yl)-N-(6-phenyl-1,1':4',1''-terphenyl-4-yl)amine